(tert-butyl)-2-phenyl-1H-benzo[d]imidazole C(C)(C)(C)N1C(=NC2=C1C=CC=C2)C2=CC=CC=C2